METHYL (2R)-2-AMINO-3-(4-FLUORO-3,5-DIFORMYLPHENYL)PROPANOATE N[C@@H](C(=O)OC)CC1=CC(=C(C(=C1)C=O)F)C=O